C(C)(C)(C)C=1C=CC(=C(C1)C1CC2(C1)CCNCC2)C 2-(5-(tert-Butyl)-2-methylphenyl)-7-azaspiro[3.5]nonane